Cl.FC=1C=C(C=CC1)C(CCNC)C1=CC(=CC=C1)F 3-fluoro-γ-(3-fluorophenyl)-N-methyl-benzenepropanamine hydrochloride